C(CCC)(=O)C1=CC(=C(C=N1)C=1C=2N(C3=CC(=NC=C3C1)NC(=O)[C@H]1[C@H](C1)F)C(=CN2)C#N)C (1s,2s)-N-(4-(6-butyryl-4-methylpyridin-3-yl)-1-cyanoimidazo[1,2-a][1,6]naphthyridin-8-yl)-2-fluorocyclopropane-1-carboxamide